NC1=CSC(=C1)C=O 3-AMINOTHIOPHENE-5-CARBOXALDEHYDE